(5S,7S)-2-((difluoromethyl)sulfonyl)-7-fluoro-5-(3-fluorophenyl)-6,7-dihydro-5H-pyrrolo[1,2-b][1,2,4]triazole FC(S(=O)(=O)C=1N=C2N(N1)[C@@H](C[C@@H]2F)C2=CC(=CC=C2)F)F